ClC1=NC=CC2=C1C(=NN2CC2=C(C=CC=C2F)F)C 4-chloro-1-(2,6-difluorobenzyl)-3-methyl-1H-pyrazolo[4,3-c]pyridine